FC1=C(C=CC(=C1)F)COC1=NN(C=C1)C1CCN(CC1)C(=O)OC(C)(C)C tert-butyl 4-[3-[(2,4-difluorophenyl)methoxy]pyrazol-1-yl]piperidine-1-carboxylate